[Al+3].C(#N)C=1N=C([N-]C1C#N)C(F)(F)F.[Li+].C(#N)C=1N=C([N-]C1C#N)C(F)(F)F.C(#N)C=1N=C([N-]C1C#N)C(F)(F)F.C(#N)C=1N=C([N-]C1C#N)C(F)(F)F lithium 4,5-dicyano-2-(trifluoromethyl)imidazolide aluminum